2-((5-chloropyridin-2-yl)methyl)-5-(3,5-difluorobenzyl)-1-(2-hydroxyethyl)-1,2,4,5,6,7-hexahydro-3H-pyrazolo[4,3-c]pyridin-3-one ClC=1C=CC(=NC1)CN1N(C2=C(CN(CC2)CC2=CC(=CC(=C2)F)F)C1=O)CCO